ClC=1C=C2C=C(NC2=CC1C1=NC=C(N=C1)OC)CNC(=O)C1=CC=NN1 N-{[5-chloro-6-(5-methoxy-2-pyrazinyl)-2-indolyl]methyl}-5-pyrazolecarboxamide